(S)-8-((3S,5R)-4-acryloyl-3,5-dimethylpiperazin-1-yl)-11-(4-fluorophenyl)-3-(thiophen-3-yl)-10-(trifluoromethyl)-3,4-dihydro-[1,4]thiazepino[2,3,4-ii]quinazolin-6(2H)-one C(C=C)(=O)N1[C@H](CN(C[C@H]1C)C1=NC(N2C3=C(C(=C(C=C13)C(F)(F)F)C1=CC=C(C=C1)F)SC[C@H](C2)C2=CSC=C2)=O)C